6-chloro-N4-(4-methoxybenzyl)pyridine-2,4,5-triamine ClC1=C(C(=CC(=N1)N)NCC1=CC=C(C=C1)OC)N